3-(2-(6,7-dimethoxy-2-((tetrahydro-2H-pyran-4-yl)methyl)-1,2,3,4-tetrahydroisoquinolin-1-yl)ethyl)-1H-indol-5-ol COC=1C=C2CCN(C(C2=CC1OC)CCC1=CNC2=CC=C(C=C12)O)CC1CCOCC1